oxo disuccinate C(CCC(=O)[O-])(=O)OOOC(CCC(=O)[O-])=O